2-(3-chloro-2-pyridyl)-5-(trifluoromethyl)pyrazole-3-carboxamide ClC=1C(=NC=CC1)N1N=C(C=C1C(=O)N)C(F)(F)F